C(C=C)(=O)OCCCCCCOC(C=C)=O hexamethyleneglycol diacrylate